CN1C=C(C2=CC=CC=C12)CC(=O)N1CCC(CC1)CCCCNC(=O)C1=CC=2C=NC=CC2N1 N-(4-{1-[2-(1-methyl-1H-indol-3-yl)acetyl]piperidin-4-yl}butyl)-1H-pyrrolo[3,2-c]pyridine-2-carboxamide